N-ethyl-1-methyl-4-(2-((methyl(2-(methylamino)ethyl)amino)methyl)-5,6-dihydro-4H-pyrrolo[1,2-b]pyrazol-3-yl)cyclohexane-1-carboxamide C(C)NC(=O)C1(CCC(CC1)C1=C2N(N=C1CN(CCNC)C)CCC2)C